3-bromo-4-chloro-5-nitro-1-(phenylsulfonyl)-1H-pyrrolo[2,3-b]pyridine BrC1=CN(C2=NC=C(C(=C21)Cl)[N+](=O)[O-])S(=O)(=O)C2=CC=CC=C2